4-fluoro-2-hydrazineylpyridine FC1=CC(=NC=C1)NN